Cl.N1C[C@@H](CC1)CN1CC2(C1)CCC(CC2)NS(=O)(=O)C(C)C (R)-N-(2-(pyrrolidin-3-ylmethyl)-2-azaspiro[3.5]nonan-7-yl)propane-2-sulfonamide hydrochloride